C(C)C1=C(C(=O)P(C2=CC=CC=C2)(C2=CC=CC=C2)=O)C(=CC(=C1)CC)CC (2,4,6-Triethylbenzoyl)diphenylphosphine oxide